NC1=NC(=NC=C1)[C@H]1C[C@@H](CCC1)O (1r,3r)-3-(4-aminopyrimidin-2-yl)cyclohexane-1-ol